CC=1C=C(C=CC1C)C=1C(=[N+](C(=CC1)C(NC1CS(C=C1)(=O)=O)=O)[O-])F 3-(3,4-dimethylphenyl)-6-((1,1-dioxido-2,3-dihydrothiophen-3-yl)carbamoyl)-2-fluoropyridine 1-oxide